COC(\C=C\C=1C=CC2=C(C=C(N2)N)C1)=O (E)-3-(2-aminobenzo[d]Azol-5-yl)acrylic acid methyl ester